C(C)(C)(C)OC(C(N1C[C@@H](CC1)OCCCCC1=NC=2NCCCC2C=C1)C1=C(C=CC(=C1)F)C1OCC(CC1)(F)F)=O 2-(2-(5,5-Difluorotetrahydro-2H-pyran-2-yl)-5-fluorophenyl)-2-((R)-3-(4-(5,6,7,8-tetrahydro-1,8-naphthyridin-2-yl)butoxy)pyrrolidin-1-yl)acetic acid tert-butyl ester